(4-amino-3-Nitrophenyl)guanidine hemicarbonate C(O)(O)=O.NC1=C(C=C(C=C1)NC(=N)N)[N+](=O)[O-].NC1=C(C=C(C=C1)NC(=N)N)[N+](=O)[O-]